BrC1=CC(=C(COC2=CC=CC(=N2)C2CCN(CC2)[C@@H](C)C2=NC3=C(N2C[C@H]2OCC2)C=C(C=C3)C(=O)[O-])C=C1)F 2-((S)-1-(4-(6-((4-bromo-2-fluorobenzyl)oxy)pyridin-2-yl)piperidin-1-yl)ethyl)-1-(((S)-oxetan-2-yl)methyl)-1H-benzo[d]imidazole-6-carboxylate